N[C@H](C(=O)O)CCC(N)=O (2S)-2-amino-4-carbamoylbutanoic acid